C(#N)C1=C(C=C(C=C1)N1C(N(C(C1=O)(C)C)C1=CC(=C(C(=O)OC)C=C1)F)=S)C(F)(F)F methyl 4-(3-(4-cyano-3-(trifluoromethyl)-phenyl)-5,5-dimethyl-4-oxo-2-thioxoimidazolidin-1-yl)-2-fluorobenzoate